Cl.FC1=C(C=CC=C1)C1=C(C(=NC=2CN(CCC12)C1=C(N=CS1)C)N1CC2(CNC2)CC1)C#N 4-(2-fluorophenyl)-7-(4-methylthiazol-5-yl)-2-(2,6-diazaspiro[3.4]octan-6-yl)-5,6,7,8-tetrahydro-1,7-naphthyridine-3-carbonitrile hydrochloride